CC1(CCC1)NCC1=C2C(=NC(=C1)C(=O)OC)CCO2 methyl 7-(((1-methylcyclobutyl) amino) methyl)-2,3-dihydrofuro[3,2-b]pyridine-5-carboxylate